7-(1-(2-(6-chloropyridin-3-yl)pyrrolidin-1-yl)-2,2,2-trifluoroethyl)-3-(2,4-difluorophenoxy)-1,6-naphthyridine ClC1=CC=C(C=N1)C1N(CCC1)C(C(F)(F)F)C1=NC=C2C=C(C=NC2=C1)OC1=C(C=C(C=C1)F)F